CNC(=O)C=1C(=CC2=C(N=C(O2)NC=2OC3=C(N2)C=C(C=C3)F)C1)OC N-methyl-2-(5-fluoro-1,3-benzoxazol-2-ylamino)-6-methoxy-1,3-benzoxazole-5-carboxamide